COC1=CC=C(CN2C(C=3N=CSC3C2)=O)C=C1 5-(4-methoxybenzyl)-5,6-dihydro-4H-pyrrolo[3,4-d]thiazol-4-one